C(C)S1S(C=CC1)(CC)(CC)CC tetraethyl-dithiol